acryloyloxyundecylethyldichlorosilane C(C=C)(=O)OCCCCCCCCCCC[Si](Cl)(Cl)CC